1,1,4,4,4-pentafluoro-2-methylbut-1-ene FC(=C(CC(F)(F)F)C)F